5-(4-((4-(3-Amino-4-nitrophenyl)piperazin-1-yl)methyl)piperidin-1-yl)-2-(2,6-dioxopiperidin-3-yl)-6-fluoroisoindoline-1,3-dione NC=1C=C(C=CC1[N+](=O)[O-])N1CCN(CC1)CC1CCN(CC1)C=1C=C2C(N(C(C2=CC1F)=O)C1C(NC(CC1)=O)=O)=O